6-(2-chloro-4-methylphenyl)-2-[(3-cyclopropyl-1,2,4-oxadiazol-5-yl)methyl]indazole-4-carboxylic acid ClC1=C(C=CC(=C1)C)C=1C=C(C2=CN(N=C2C1)CC1=NC(=NO1)C1CC1)C(=O)O